8-Methylnaphthalene-1-carbaldehyde CC=1C=CC=C2C=CC=C(C12)C=O